C1(=CC=CC=C1)C(CCO)(C)O 3-phenyl-1,3-butanediol